C(C)(=O)O[C@@H]1[C@@H]([C@H](O[C@H]1N1C2=NC(=NC=C2N(C1=O)CC1(CC1)C(F)(F)F)N)COC(C)=O)F ((2R,3R,4S,5R)-4-acetoxy-5-(2-amino-8-oxo-7-((1-(trifluoromethyl)cyclopropyl)methyl)-7,8-dihydro-9H-purin-9-yl)-3-fluorotetrahydrofuran-2-yl)methylacetat